N-(2-(7-chloro-1'-((1s,4s)-4-isopropylcyclohexyl)-3-oxo-1H-spiro[isoquinoline-4,4'-piperidin]-2(3H)-yl)ethyl)aminosulfamide ClC1=CC=C2C(=C1)CN(C(C21CCN(CC1)C1CCC(CC1)C(C)C)=O)CCNNS(=O)(=O)N